naphthyl-sulfonate C1(=CC=CC2=CC=CC=C12)S(=O)(=O)[O-]